FC(CN1N=CC=2C1=NC(=CN2)N2CCC1(CCN(C1)C1=C(C=NC=C1)C(F)(F)F)CC2)F 8-[1-(2,2-difluoroethyl)-1H-pyrazolo[3,4-b]pyrazin-6-yl]-2-[3-(trifluoromethyl)pyridin-4-yl]-2,8-diazaspiro[4.5]decane